Hydroxy-2,5-dimethyl-3(2H)-furanone OC1(OC(=CC1=O)C)C